3-bromo-5,5-dimethyl-4,5-dihydroisoxazol BrC1=NOC(C1)(C)C